C(C)C=1C=NC2=CC=C(C=C2N1)C(C)N1C[C@@H](N(C[C@H]1C)C=1C=2C(N(C(C1)=O)C)=CNN2)C 7-((2S,5R)-4-(1-(3-ethylquinoxalin-6-yl)ethyl)-2,5-dimethylpiperazin-1-yl)-4-methyl-2,4-dihydro-5H-pyrazolo[4,3-b]pyridin-5-one